8,10-difluoro-4,5-dihydropyrano[3,4-c]isoquinoline-1,6-dione FC=1C=C(C=2C3=C(NC(C2C1)=O)COCC3=O)F